CNC1=C(C=C(C=C1)C1=CC=C(C=C1)C)C1=CC=CC=C1 N-methyl-2-phenyl-4-(p-methylphenyl)aniline